1-methyl-3,4-cyclohexanediol CC1CC(C(CC1)O)O